OC1=C(C(=CC(=C1)C(=O)O)O)[C@H]1[C@@H](CCC(=C1)C)C(=C)C (1'R,2'R)-2,6-dihydroxy-5'-methyl-2'-(prop-1-en-2-yl)-1',2',3',4'-tetrahydro-[1,1'-biphenyl]-4-carboxylic acid